4-(1-phenyl-1H-benzo[d]imidazol-2-yl)-2,3,5,6-tetrakis(9H-pyrido[3,4-b]indol-9-yl)benzonitrile C1(=CC=CC=C1)N1C(=NC2=C1C=CC=C2)C2=C(C(=C(C#N)C(=C2N2C1=C(C3=CC=CC=C23)C=CN=C1)N1C2=C(C3=CC=CC=C13)C=CN=C2)N2C1=C(C3=CC=CC=C23)C=CN=C1)N1C2=C(C3=CC=CC=C13)C=CN=C2